C(C)(C)(C)OC(=O)N1[C@H](CC(C1)CC(=O)OCC)C1=C(C(=CC=C1OCOC)Cl)Cl (2R)-2-(2,3-dichloro-6-(methoxymethoxy)phenyl)-4-(2-ethoxy-2-oxoethyl)pyrrolidine-1-carboxylic acid tert-butyl ester